FC1=C2C(=CNC2=CC(=C1C1=CC=C(C=C1)C1OCCCC1)F)C(=O)NOCCOC 4,6-difluoro-N-(2-methoxyethoxy)-5-(4-(tetrahydro-2H-pyran-2-yl)phenyl)-1H-indole-3-carboxamide